FC(C(=O)O)(CC1=NC=C(C=C1)C(F)(F)F)F α,α-difluoro-5-(trifluoromethyl)-2-pyridinepropionic acid